2-chloro-N-(2-chloroethyl)-9-(4,4-difluorocyclohexyl)-9H-purin-8-amine ClC1=NC=C2N=C(N(C2=N1)C1CCC(CC1)(F)F)NCCCl